C1(CC1)C1=CC(=C(C(=O)NC2=CC(=C(C=C2)F)C(CC2OC2)C)C=C1C(F)(F)F)OC1=C(C=C(C=C1)F)C 4-cyclopropyl-2-(4-fluoro-2-methylphenoxy)-N-(4-fluoro-3-(1-(oxiran-2-yl)prop-2-yl)phenyl)-5-(trifluoromethyl)benzamide